phenyl formate, palladium salt [Pd].C(=O)OC1=CC=CC=C1